methylenedipropionate C(CCC(=O)[O-])CCC(=O)[O-]